(E)-1-propanesulfonic acid C(CC)S(=O)(=O)O